NC(C(=O)OCN1N=CC(=C1)C=1SC=C(N1)C(NC=1C(=NN(C1)C1CCC(CC1)OCC)C1=NC(=CC=C1F)F)=O)C(C)(C)C (4-(4-((3-(3,6-difluoropyridin-2-yl)-1-((1r,4r)-4-ethoxycyclohexyl)-1H-pyrazol-4-yl)carbamoyl)thiazol-2-yl)-1H-pyrazol-1-yl)methyl 2-amino-3,3-dimethylbutanoate